O=C1NC(CCC1C=1C=CC(=NC1)N1CCC(CC1)C=O)=O 1-(5-(2,6-dioxopiperidin-3-yl)pyridin-2-yl)piperidine-4-carbaldehyde